BrC1=CN=C(O1)C1=CC=CC=C1 5-bromo-2-phenyloxazole